O=C1CC=2C=C(N=CC2C(N1)=O)C1(CC1)C(=O)N (6,8-dioxo-5,6,7,8-tetrahydro-2,7-naphthyridin-3-yl)cyclopropanecarboxamide